COC1=NC=CC(=C1)C=1C(=C2CCCC2=CC1)NC(=O)NS(=O)(=O)C1=NN(C=C1)C1=CC(=CC=C1)B1OC(C(O1)(C)C)(C)C N-((5-(2-methoxypyridin-4-yl)-2,3-dihydro-1H-inden-4-yl)carbamoyl)-1-(3-(4,4,5,5-tetramethyl-1,3,2-dioxaborolan-2-yl)phenyl)-1H-pyrazole-3-sulfonamide